2-((1S,4S,5R)-5-((5-cyclopropyl-3-(2-(trifluoromethoxy)phenyl)isoxazol-4-yl)methoxy)-2-azabicyclo[2.2.1]heptan-2-yl)-4-fluorobenzo[d]thiazole-6-formic acid C1(CC1)C1=C(C(=NO1)C1=C(C=CC=C1)OC(F)(F)F)CO[C@H]1[C@@H]2CN([C@H](C1)C2)C=2SC1=C(N2)C(=CC(=C1)C(=O)O)F